CC(CC(=O)O)(C)C1=C(C(C(=C(C1=O)C)C)=O)C 3-methyl-3-(2,4,5-trimethyl-3,6-dioxo-cyclohexa-1,4-dien-1-yl)butyric acid